C1=NC=CC2=C(C=CC=C12)NC(C1=C(C=C(C=C1)N1CCN(CC1)C)C(F)(F)F)=O N-(isoquinolin-5-yl)-4-(4-methylpiperazin-1-yl)-2-(trifluoromethyl)benzamide